di(methyl)benzyl-ammonium C[NH+](CC1=CC=CC=C1)C